O[C@H]1[C@@H]2[C@H](CN(C1)C(CCCCC(=O)OCC1=CC=CC=C1)=O)OC(O2)(C)C benzyl 6-[(3aS,7R,7aR)-7-hydroxy-2,2-dimethyl-4,6,7,7a-tetrahydro-3aH-[1,3]dioxolo[4,5-c]pyridin-5-yl]-6-oxo-hexanoate